2-methyl-5-((4-methylpyridin-3-yl)methoxy)benzofuran-3-carboxylic acid CC=1OC2=C(C1C(=O)O)C=C(C=C2)OCC=2C=NC=CC2C